methyl N-[4-methyl-5-({4-[(2S)-2-{[8-(2-methylpyrimidin-5-yl)quinazolin-4-yl]amino}propyl]piperazin-1-yl} sulfonyl)-1,3-thiazol-2-yl]carbamate CC=1N=C(SC1S(=O)(=O)N1CCN(CC1)C[C@H](C)NC1=NC=NC2=C(C=CC=C12)C=1C=NC(=NC1)C)NC(OC)=O